ClC=1C=C(C=CC1F)NC1=NC=NC2=CC(=C(C=C12)NC(\C=C\CN1CCC(CC1)N1CCN(CC1)C(COC1=C2CN(C(C2=CC=C1)=O)C1C(NC(CC1)=O)=O)=O)=O)OC (E)-N-(4-((3-chloro-4-fluorophenyl)amino)-7-methoxyquinazolin-6-yl)-4-(4-(4-(2-((2-(2,6-dioxopiperidin-3-yl)-1-oxoisoindolin-4-yl)oxy)acetyl)piperazin-1-yl)piperidin-1-yl)but-2-enamide